tert-butylcyclohexanone C(C)(C)(C)C1C(CCCC1)=O